(7S)-4,7-difluoro-N-[(1R)-3-(4-hydroxy-2,2-dimethylpiperidin-1-yl)-1-(6-pyridazin-4-ylpyridin-3-yl)propyl]-7-(1-methylethyl)-5,6,7,8-tetrahydroacridine-2-carboxamide FC1=CC(=CC2=CC=3C[C@@](CCC3N=C12)(C(C)C)F)C(=O)N[C@H](CCN1C(CC(CC1)O)(C)C)C=1C=NC(=CC1)C1=CN=NC=C1